2-tert-butyl-6-[1-(3-tert-butyl-2-hydroxy-5-methylphenyl)ethyl]-4-methylphenyl acrylate C(C=C)(=O)OC1=C(C=C(C=C1C(C)C1=C(C(=CC(=C1)C)C(C)(C)C)O)C)C(C)(C)C